FC=1C=C(C=CC1N1C[C@@H](NCC1)C)C1C(NC(CC1)=O)=O 3-[3-fluoro-4-[(3S)-3-methylpiperazin-1-yl]phenyl]piperidine-2,6-dione